O[C@@H]1C[C@H](N(C1)C([C@H](C(C)C)N1N=NC(=C1)C)=O)C(=O)NCC1=C(C=C(C=C1)C1=C(N=CS1)C)OC1CCNCC1 (2S,4R)-4-hydroxy-1-((S)-3-methyl-2-(4-methyl-1H-1,2,3-triazol-1-yl)butanoyl)-N-(4-(4-methylthiazol-5-yl)-2-(piperidin-4-yloxy)benzyl)pyrrolidine-2-carboxamide